3-(4-bromo-phenyl)-3-methyl-butyraldehyde BrC1=CC=C(C=C1)C(CC=O)(C)C